1-normal butylimidazolium chloride [Cl-].C(CCC)N1C=[NH+]C=C1